ClC=1C=C(C(=NC1)OC1=NC=2N(C=C1)N=C(C2)C(=O)NC2(CCS(CC2)(=O)=O)C)OCC(F)F 5-((5-chloro-3-(2,2-difluoroethoxy)pyridin-2-yl)oxy)-N-(4-methYl-1,1-dioxidotetrahydro-2H-thiopyran-4-yl)pyrazolo[1,5-a]pyrimidine-2-carboxamide